FC(F)(F)C(=O)O trifluoromethylcarboxylic acid